4-chloro-2',3',4',5',6,6'-hexafluoro-N-(isopropylsulfonyl)-[1,1'-biphenyl]-3-carboxamide ClC1=C(C=C(C(=C1)F)C1=C(C(=C(C(=C1F)F)F)F)F)C(=O)NS(=O)(=O)C(C)C